4-{2-Chloro-3-[(3,5-dimethyl-1H-pyrazol-1-yl)methyl]-4-(methylsulfonyl)benzoyl}-1-methyl-1H-pyrazol-5-yl-1,3-dimethyl-1H-pyrazol-4-carboxylate ClC1=C(C(=O)C=2C=NN(C2C2=C(C(=NN2C)C)C(=O)[O-])C)C=CC(=C1CN1N=C(C=C1C)C)S(=O)(=O)C